C(C)C1=C(OC=2C=CC(=C(C(=O)N)C2)C2CN(CC2)CC2=NC=CC=C2)C=CC=C1 5-(2-ethylphenoxy)-2-(1-picolyl-pyrrolidin-3-yl)benzamide